1-(6-(Hydroxymethyl)pyridin-3-yl)dihydropyrimidine-2,4(1H,3H)-dione OCC1=CC=C(C=N1)N1C(NC(CC1)=O)=O